tert-butyl ((S)-8-((3S,5R)-4-acryloyl-3,5-dimethylpiperazin-1-yl)-11-(4-fluorophenyl)-6-oxo-10-(trifluoromethyl)-3,4-dihydro-2H,6H-[1,4]thiazepino[2,3,4-ij]quinazolin-3-yl)carbamate C(C=C)(=O)N1[C@H](CN(C[C@H]1C)C1=NC(N2C3=C(C(=C(C=C13)C(F)(F)F)C1=CC=C(C=C1)F)SC[C@H](C2)NC(OC(C)(C)C)=O)=O)C